BrC1=CC=C([Se]1)CC1N=C([C@H](N=C1OC)C(C)C)OC (5R)-2-((5-bromoselenophen-2-yl)methyl)-5-isopropyl-3,6-dimethoxy-2,5-dihydropyrazine